ClC=1C(=NC=CC1OC1=CC=C(C=C1)C(F)(F)F)N1CCC(CC1)NC(OC(C)(C)C)=O t-butyl (1-(3-chloro-4-(4-(trifluoromethyl)phenoxy)pyridin-2-yl)piperidin-4-yl)carbamate